7-{4-[4-(2,3-dichlorophenyl)-1-piperazinyl]butoxy}-3,4-dihydro-2(1H)-quinolinone ClC1=C(C=CC=C1Cl)N1CCN(CC1)CCCCOC1=CC=C2CCC(NC2=C1)=O